N1C=CC2=CC(=C(C=C12)N)N indole-5,6-diamine